2-(naphthylethyl)benzimidazole C1(=CC=CC2=CC=CC=C12)CCC=1NC2=C(N1)C=CC=C2